(3S)-4-amino-N-((2S)-2-hydroxypropyl)-3-methyl-N-((5-(trifluoromethyl)-2-pyridinyl)methyl)-1,3-dihydrofuro[3,4-c]quinoline-8-carboxamide NC1=NC=2C=CC(=CC2C2=C1[C@@H](OC2)C)C(=O)N(CC2=NC=C(C=C2)C(F)(F)F)C[C@H](C)O